CN1CN(CCC1)C 1,3-dimethyl-3,4,5,6-tetrahydro-(1H)-pyrimidine